BrC=1C=NC=2CCN([C@@H](C2C1)C)C (5R)-3-bromo-5,6-dimethyl-7,8-dihydro-5H-1,6-naphthyridine